C(C1=CC=CC=C1)OC1=CN(CC=2C=CNCC21)S(=O)(=O)C 4-(benzyloxy)-2-(methylsulfonyl)-5,6-dihydropyrido[3,4-d]pyridine